3-[3-(5-benzylpyrimidin-2-yl)pyrrolidin-1-yl]-6-(1-methyl-1H-pyrazol-4-yl)pyrazolo[1,5-a]pyridine C(C1=CC=CC=C1)C=1C=NC(=NC1)C1CN(CC1)C=1C=NN2C1C=CC(=C2)C=2C=NN(C2)C